FC1=C(C=C(C(=C1OC)C(C)C)OC)/C=C/C1=NC2=CC=CC=C2C=C1 (E)-2-(2-Fluoro-4-isopropyl-3,5-dimethoxyphenylvinyl)quinoline